N1C(=NC2=C1C=CC=C2)NC(=O)C21C(C(=NO2)C=2C=NC=CC2)C2CCC1C2 N-(1H-benzo[d]imidazol-2-yl)-3-(pyridin-3-yl)-3a,4,5,6,7,7a-hexahydro-4,7-methylenebenzo[d]isoxazole-7a-carboxamide